1-bromo-4-(((4-methoxyphenyl)ethynyl)sulfonyl)benzene BrC1=CC=C(C=C1)S(=O)(=O)C#CC1=CC=C(C=C1)OC